4-(trifluoromethoxy)phenyl (3'R)-5',5'-difluoro-5-methyl-2-oxo[1,3'-bipiperidine]-1'-carboxylate FC1(C[C@H](CN(C1)C(=O)OC1=CC=C(C=C1)OC(F)(F)F)N1C(CCC(C1)C)=O)F